4-ethoxy-1,4-azaphosphorinane 4-oxide C(C)OP1(CCNCC1)=O